5-(2-fluoro-6-hydroxy-3-(1-isopentyl-1H-pyrazol-3-yl)phenyl)-1,2,5-thiadiazolidin-3-one 1,1-dioxide FC1=C(C(=CC=C1C1=NN(C=C1)CCC(C)C)O)N1CC(NS1(=O)=O)=O